(1s,4s)-4-(6-methoxypyridin-3-yl)-1',3'-dihydrospiro[cyclohexane-1,2'-indene] COC1=CC=C(C=N1)C1CCC2(CC3=CC=CC=C3C2)CC1